1-Vinyl-3-Methylimidazole C(=C)N1CN(C=C1)C